C(#CC)C1=CC=CC(=N1)C(=O)OC methyl 6-(prop-1-yn-1-yl)picolinate